(S)-2-amino-3-(4-(2-cyano-7-((5-methoxy-7-methyl-1H-indol-4-yl)methyl)-7-azaspiro[3.5]nonan-6-yl)benzamido)propanoic acid N[C@H](C(=O)O)CNC(C1=CC=C(C=C1)C1CC2(CC(C2)C#N)CCN1CC1=C2C=CNC2=C(C=C1OC)C)=O